1-(2-(isobutyramido)acetoyloxy)ethyl (S)-1-(2-chlorophenyl)-2-oxocyclohexylmethylcarbamate ClC1=C(C=CC=C1)[C@]1(C(CCCC1)=O)CNC(OC(C)OC(CNC(C(C)C)=O)=O)=O